N1(CCCCC1)C1CCN(CC1)C(=O)OC/1=N\C(\C(N\C1=C/C1=CC=CC=C1)=O)=C\1/N=CNC1C(C)(C)C (Z)-3-[(Z)-benzylidene]-6-[5-(tert-butyl)-1H-imidazol-4-ylidene]-5-oxo-3,4,5,6-tetrahydropyrazin-2-yl [1,4'-bipiperidine]-1'-carboxylate